Ethyl 4-(N-(1-benzyl-4-(hydroxymethyl)-2-oxopyrrolidin-3-yl)sulfamoyl)-3-fluoro-1-methyl-1H-pyrrole-2-carboxylate C(C1=CC=CC=C1)N1C(C(C(C1)CO)NS(=O)(=O)C=1C(=C(N(C1)C)C(=O)OCC)F)=O